3-(3-(4-bromophenyl)acryloyl)oxazolidin-2-one BrC1=CC=C(C=C1)C=CC(=O)N1C(OCC1)=O